ClC1=C2C(=NC(=N1)Cl)N(N=C2)[C@H]2[C@@H]([C@@H]1OC(OC[C@H]1OC2)(C)C)O (4AR,7R,8S,8aS)-7-(4,6-dichloro-1H-pyrazolo[3,4-d]pyrimidin-1-yl)-2,2-dimethylhexahydropyrano[3,2-d][1,3]dioxin-8-ol